4-(2-(9'H-[9,3':6',9''-tercarbazol]-9'-yl)-3,5-diphenylpyridin-4-yl)benzonitrile C1=CC=CC=2C3=CC=CC=C3N(C12)C=1C=CC=2N(C3=CC=C(C=C3C2C1)N1C2=CC=CC=C2C=2C=CC=CC12)C1=NC=C(C(=C1C1=CC=CC=C1)C1=CC=C(C#N)C=C1)C1=CC=CC=C1